Methyl 3-(((tert-butyldimethylsilyl)oxy)methyl)-5,6,7,8-tetrahydro-[1,2,4]triazolo[4,3-a]pyridine-6-carboxylate [Si](C)(C)(C(C)(C)C)OCC1=NN=C2N1CC(CC2)C(=O)OC